C(C)(C)(C)OC(NC1=C(C=C(C=C1)C(F)F)F)=O tert-butyl(4-(difluoromethyl)-2-fluorophenyl)carbamate